C(C)(C)(C)OC(=O)N[C@H]1CN(CC[C@@H]2N(C1=O)[C@@H](CC2)C(=O)O)CC(F)(F)F (5S,8S,10aR)-5-((tert-butoxycarbonyl)amino)-6-oxo-3-(2,2,2-trifluoroethyl)decahydropyrrolo[1,2-a][1,5]diazocine-8-carboxylic acid